Benzo-1,4-dioxanesulfonyl chloride O1C(COC2=C1C=CC=C2)S(=O)(=O)Cl